C(=O)C1N(CCC1)C(=O)OC(C)(C)C 2-formyl-1-pyrrolidinecarboxylic acid, 1,1-dimethylethyl ester